Benzene-1,4-disulfonamide-5-d tert-butyl-6-hydroxy-2-azaspiro[3.3]heptane-2-carboxylate C(C)(C)(C)OC(=O)N1CC2(C1)CC(C2)O.C2(=CC=C(C(=C2)[2H])S(=O)(=O)N)S(=O)(=O)N